NC1=NC=2C=CC(=CC2C2=C1COC2)C(=O)N(C)CC2=NC=C(C=C2)Cl 4-amino-N-((5-chloro-2-pyridinyl)methyl)-N-methyl-1,3-dihydrofuro[3,4-c]quinoline-8-carboxamide